methyl 4-amino-1-(2-cyclopropylpyridin-3-yl)-2-oxo-7-(trifluoromethyl)-1,2-dihydro-1,8-naphthyridine-3-carboxylate NC1=C(C(N(C2=NC(=CC=C12)C(F)(F)F)C=1C(=NC=CC1)C1CC1)=O)C(=O)OC